OC1(CC(C1)C(=O)N1CC2(C1)CCC(CC2)OC2=CC=C(C=C2)C(C)C)C ((1s,3s)-3-hydroxy-3-methylcyclobutyl)(7-(4-isopropylphenoxy)-2-azaspiro[3.5]Non-2-yl)methanone